C(C1=CC=CO1)NCCN N-Furfurylethane-1,2-diamine